methyl-5-methyl-6-oxo-1,5-naphthyridine CC1=NC=2C=CC(N(C2C=C1)C)=O